(R)-3-(2-chloro-5-fluoropyrimidin-4-yl)-4-methyl-5,6,7,8-tetrahydro-4H-pyrazolo[1,5-a]azepine ClC1=NC=C(C(=N1)C=1C=NN2C1[C@@H](CCCC2)C)F